N[C@H]1CN(C[C@H](C1)C)C1=C2C=CC=NC2=C(C=C1)C(=O)N 5-[(3R,5S)-3-amino-5-methylpiperidin-1-yl]Quinoline-8-carboxamide